N-(2-(6-cyclopropoxypyridin-2-yl)-1-(2,6-dimethoxyphenyl)-1H-imidazo[4,5-b]pyrazin-6-yl)methanesulfonamide C1(CC1)OC1=CC=CC(=N1)C1=NC=2C(=NC(=CN2)NS(=O)(=O)C)N1C1=C(C=CC=C1OC)OC